C1(C(CC(CC1)C(=O)OCCCCC)C(=O)OCCCCC)C(=O)OCCCCC tripentyl cyclohexane-1,2,4-tricarboxylate